O1COC2=C1C=CC(=C2)C=2OC(C(N2)=CC=2SC(=CC2)N2CCCCC2)=O 2-(benzo[d][1,3]dioxol-5-yl)-4-((5-(piperidin-1-yl)thiophen-2-yl)methylene)oxazole-5(4H)-on